ClC1=CC=C(C=C1)NC(=O)NC(C(C)C)C1=NC(=NO1)C1=CC=CC=C1 1-(4-chlorophenyl)-3-[2-methyl-1-(3-phenyl-1,2,4-oxadiazol-5-yl)propyl]urea